5-[(1R)-1-(3,5-dichloro-4-pyridyl)ethoxy]-3-[2-(7-methylsulfonyl-2,7-diazaspiro[3.5]nonan-2-yl)pyrimidin-5-yl]-1H-indazole ClC=1C=NC=C(C1[C@@H](C)OC=1C=C2C(=NNC2=CC1)C=1C=NC(=NC1)N1CC2(C1)CCN(CC2)S(=O)(=O)C)Cl